N-(5-aminopyridin-2-yl)pyrimidine-2-carboxamide NC=1C=CC(=NC1)NC(=O)C1=NC=CC=N1